ClC1=NC(=CC=C1CN(C(OC(C)(C)C)=O)C[C@H]1NC(CC1)=O)C1=C(C(=CC=C1)C1=C(C(=CC=C1)C1=CC=2N(C(C(=CN2)C=O)=O)C=C1)C)Cl tert-Butyl N-[[2-chloro-6-[2-chloro-3-[3-(3-formyl-4-oxo-pyrido[1,2-a]pyrimidin-8-yl)-2-methyl-phenyl]phenyl]-3-pyridyl]methyl]-N-[[(2S)-5-oxopyrrolidin-2-yl]methyl]carbamate